C(CCC)[P]C1=CC=CC=C1 butylphenyl-phosphorus